S(N)(OC1=C(C=CC(=C1)N)F)(=O)=O 5-Amino-2-fluorophenyl sulfamate